N,N-dimethyl-(3-chloro-2-hydroxypropyl)-dodecyl-ammonium chloride [Cl-].C[N+](C)(CCCCCCCCCCCC)CC(CCl)O